C[C@H]1N(C(CC1)=O)C1=CC=C(C=C1)C=1C=NC(=NC1)NC1=CC2=C(OCCN2C(=O)OCCN(CC)CC)N=C1 2-(diethylamino)ethyl 7-[(5-{4-[(2R)-2-methyl-5-oxopyrrolidin-1-yl]phenyl}pyrimidin-2-yl)amino]-1H,2H,3H-pyrido[2,3-b][1,4]oxazine-1-carboxylate